F[Sb-](F)(F)(F)(F)F.OC1=CC=C(C=C1)[S+](CC1=CC=CC=C1)C 4-hydroxyphenyl-methylbenzyl-sulfonium hexafluoroantimonate